7-[4-{4-[3-Chloro-4-(trifluoromethoxy)phenoxy]-3-(trifluoromethyl)phenyl}-5-(2,2-difluoropropyl)-6-oxo-1,4,5,6-tetrahydropyrrolo[3,4-c]pyrazol-3-yl]-1,3-benzoxazol-2(3H)-one ClC=1C=C(OC2=C(C=C(C=C2)C2N(C(C=3NN=C(C32)C3=CC=CC=2NC(OC23)=O)=O)CC(C)(F)F)C(F)(F)F)C=CC1OC(F)(F)F